C1(C(CC(C(C1)Cl)Cl)Cl)Cl 1,2,4,5-cyclohexanetetrayl chloride